S=C1SCC2N1CCN(C2)C(=O)OC(C)(C)C tert-butyl 3-thioxotetrahydro-1H-thiazolo[3,4-a]pyrazine-7(3H)-carboxylate